N-(3-cyano-7-ethoxy-4-((5-(furan-2-yl)-2-methoxyphenyl)amino)quinolin-6-yl)acrylamide C(#N)C=1C=NC2=CC(=C(C=C2C1NC1=C(C=CC(=C1)C=1OC=CC1)OC)NC(C=C)=O)OCC